2-butoxy-N-(7-((6aR,8R,9R,9aS)-8-cyano-9-hydroxy-2,2,4,4-tetraisopropyltetrahydro-6H-furo[3,2-f][1,3,5,2,4]trioxadisilocin-8-yl)pyrrolo[2,1-f][1,2,4]triazin-4-yl)-2-methylpropanamide C(CCC)OC(C(=O)NC1=NC=NN2C1=CC=C2[C@]2([C@@H]([C@@H]1O[Si](O[Si](OC[C@H]1O2)(C(C)C)C(C)C)(C(C)C)C(C)C)O)C#N)(C)C